ClC=1C(=C(C=CC1Cl)NC1=NC=NC2=CC(=C(C=C12)OC1CC(C1)NC(OC(C)(C)C)=O)O[C@@H]1COCC1)F tert-butyl ((1R,3s)-3-((4-((3,4-dichloro-2-fluorophenyl)amino)-7-(((S)-tetrahydrofuran-3-yl)oxy)quinazolin-6-yl)oxy)cyclobutyl)carbamate